2-{[7-amino-4-(7-cyano-1H-indazol-5-yl)-1-oxo-2,3-dihydro-1H-isoindol-2-yl]methyl}prop-2-enamide NC=1C=CC(=C2CN(C(C12)=O)CC(C(=O)N)=C)C=1C=C2C=NNC2=C(C1)C#N